ClC=1C=C2C=NNC2=CC1[C@H]1[C@@H](CN(CC1)C1CS(C1)(=O)=O)F (R,R or S,S)-3-((3S,4S)-4-(5-chloro-1H-indazol-6-yl)-3-fluoropiperidin-1-yl)thietane 1,1-dioxide